N-succinimidyl-oxy-carbonyl-α-methyl-α-(2-pyridyldithio)toluene C1(CCC(N1OC(=O)N1C(C=CC=C1)SSC(C1=CC=CC=C1)C)=O)=O